Cl.C1N(CC2=C1CNC2)S(=O)(=O)C=2C=CC1=C(N(CCO1)C(C)=O)C2 1-(6-[1H,2H,3H,4H,5H,6H-pyrrolo[3,4-c]pyrrole-2-sulfonyl]-3,4-dihydro-2H-1,4-benzoxazin-4-yl)ethan-1-one hydrochloride